2-amino-4,4-diaminopiperidine NC1NCCC(C1)(N)N